ClC1=NC=C(C(=N1)NCC12CCC(CC1)(CC2)C=2N(C=C(N2)C(F)(F)F)C)OC 2-chloro-5-methoxy-N-((4-(1-methyl-4-(trifluoromethyl)-1H-imidazol-2-yl)bicyclo[2.2.2]oct-1-yl)methyl)pyrimidin-4-amine